(4-methyloxan-4-yl)methanol CC1(CCOCC1)CO